N1=C(C=CC=C1)C1=NSC(=N1)NC1=NC=C(C=C1)N1CCCC1 3-(pyridin-2-yl)-N-(5-(pyrrolidin-1-yl)pyridin-2-yl)-1,2,4-thiadiazol-5-amine